FC(CCN1N=NC(=C1)C(=O)NCC1=NC=CC=C1F)CN1N=NC(=C1)NC(CC1=NC=CC=C1)=O 1-(3-fluoro-4-{4-[2-(pyridin-2-yl)acetamido]-1H-1,2,3-triazol-1-yl}butyl)-N-[(3-fluoropyridin-2-yl)methyl]-1H-1,2,3-triazole-4-carboxamide